COC1=CC=C(CN(C=2C=3N(N=C(C2)NC=2C(N(C=CC2)C2CCC(CC2)OC)O)C(=CN3)C(=O)O)C)C=C1 8-((4-methoxybenzyl)(methyl)amino)-6-((1-((1R,4R)-4-methoxycyclohexyl)-2-oxyl-1,2-Dihydropyridin-3-yl)amino)imidazolo[1,2-b]pyridazine-3-carboxylic acid